(1-phenylethyl)-2-(pyridin-4-yl)pyrido[3,4-d]pyrimidin-4-amine C1(=CC=CC=C1)C(C)C1=CN=CC=2N=C(N=C(C21)N)C2=CC=NC=C2